FC(C1=NN=C(O1)C=1C=CC(=NC1)CN(C(=O)C1(CN(C1)CCC)F)C1=CC=CC=C1)F N-((5-(5-(difluoromethyl)-1,3,4-oxadiazol-2-yl)pyridin-2-yl)methyl)-3-fluoro-N-phenyl-1-propylazetidine-3-carboxamide